(Cyclopropoxy)-2-methyl-1-nitrobenzene C1(CC1)OC=1C(=C(C=CC1)[N+](=O)[O-])C